9-(4-chloro-2-fluoro-phenyl)-7-[(2R,4S)-2-[1-(3,3-difluorocyclobutyl)-6-keto-3-pyridyl]tetrahydropyran-4-yl]-2,3-dimethyl-pyrimido[1,2-b]pyridazin-4-one ClC1=CC(=C(C=C1)C=1C=2N(N=C(C1)[C@@H]1C[C@@H](OCC1)C1=CN(C(C=C1)=O)C1CC(C1)(F)F)C(C(=C(N2)C)C)=O)F